(S)-(4-(4-(difluoromethyl)pyrazolo[1,5-a]pyridin-2-yl)-6,7-dihydro-1H-imidazo[4,5-c]pyridin-5(4H)-yl)(5-(5-methoxypyridin-2-yl)-1,3,4-oxadiazol-2-yl)methanone FC(C=1C=2N(C=CC1)N=C(C2)[C@H]2N(CCC1=C2N=CN1)C(=O)C=1OC(=NN1)C1=NC=C(C=C1)OC)F